tert-butyl 6-(8-(benzo[d]thiazol-2-ylcarbamoyl)-3,4-dihydroisoquinolin-2(1H)-yl)-3-(2-methyl-3-((9-oxononyl)oxy)phenyl)picolinate S1C(=NC2=C1C=CC=C2)NC(=O)C=2C=CC=C1CCN(CC21)C2=CC=C(C(=N2)C(=O)OC(C)(C)C)C2=C(C(=CC=C2)OCCCCCCCCC=O)C